P(=O)(OCN1C=C(C2=CC=CC=C12)C(=O)C=1SC=C(N1)C1C(OCC1)=O)(OCC1=CC=CC=C1)OCC1=CC=CC=C1 {3-[4-(2-oxotetrahydrofuran-3-yl)thiazole-2-carbonyl]-1H-indol-1-yl}methyl dibenzyl phosphate